methyl 5-bromo-2-(tetrahydro-2H-pyran-4-yl)-2H-indazole-3-carboxylate BrC1=CC2=C(N(N=C2C=C1)C1CCOCC1)C(=O)OC